[Al].[Ni].[Ru] Ruthenium nickel-aluminum